C1(CC1)CC(=O)Cl Cyclopropylacetylchloride